FC(CN1N=CC=2C1=NC(=CN2)N2CCC1(CCN(C1=O)C1=NC(=NC=C1C)C(F)(F)F)CC2)F 8-(1-(2,2-difluoroethyl)-1H-pyrazolo[3,4-b]pyrazin-6-yl)-2-(5-methyl-2-(trifluoromethyl)pyrimidin-4-yl)-2,8-diazaspiro[4.5]decan-1-one